2-phenylbut-3-en-2-ol, hydrochloride Cl.C1(=CC=CC=C1)C(C)(C=C)O